C1(=CC=CC=C1)C(CC(C)C1OC(OC1)CC(C)C1=CC=CC=C1)=O 1-phenyl-3-(2-(2-phenylpropyl)-1,3-dioxolan-4-yl)butan-1-one